N-(2-(5-(benzyloxy)-4'-(trifluoromethyl)-[1,1'-biphenyl]-2-yl)ethyl)acetamide C(C1=CC=CC=C1)OC=1C=CC(=C(C1)C1=CC=C(C=C1)C(F)(F)F)CCNC(C)=O